FC=1C=C(C=CC1F)[Mg]I 3,4-difluorophenylmagnesium iodide